2-{(S)-1-[4-(1-Acryloyl-piperidin-4-yloxy)-phenyl]-ethylamino}-8-((S)-1,2-dimethyl-propyl)-8H-pyrido[2,3-d]pyrimidin-7-on C(C=C)(=O)N1CCC(CC1)OC1=CC=C(C=C1)[C@H](C)NC=1N=CC2=C(N1)N(C(C=C2)=O)[C@H](C(C)C)C